ClC1=C(C=C(C(=C1)C1=C(C=NC=C1)C#C)C1=CC=C(C=C1)Cl)C(=O)NC=1C=NC(=C(C1)Cl)N1N=CC=N1 4,4'-Dichloro-N-(5-chloro-6-(2H-1,2,3-triazol-2-yl)pyridin-3-yl)-6-(3-ethynylpyridine-4-yl)-[1,1'-biphenyl]-3-carboxamide